N1=C(C=CC2=CC=CC=C12)[O-].[Li+] lithium quinolinolate